ClC=1C=C(C2=C(CC(O2)(C)C)C1)C1=CC(=C(C(=C1)F)C(CCCC(=O)O)C)F 5-[4-(5-chloro-2,2-dimethyl-2,3-dihydro-benzofuran-7-yl)-2,6-difluoro-phenyl]-hexanoic acid